2-((2S)-1-((1-methylazepin-2-yl)sulfonyl)piperazin-2-yl)acetonitrile CN1C(=CC=CC=C1)S(=O)(=O)N1[C@H](CNCC1)CC#N